FC=1C=C(C=CC1OC1=CC=NC2=CC(=C(C=C12)OC)OCCCN1CCC(CC1)C)NC(=O)C1=NC=2N(C(=C1)C1=CC=CC=C1)N=CC2 N-(3-fluoro-4-{6-methoxy-7-[3-(4-methyl-1-piperidinyl)propoxy]quinolin-4-oxy}phenyl)-7-phenylpyrazolo[1,5-a]pyrimidine-5-carboxamide